FC1=C(C=CC(=C1C)OC1=CC2=C(N(N=N2)C)C=C1)NC=1C2=C(N=CN1)C=CC(=N2)N2C[C@@H](CCC2)NC(C=C)=O (R)-N-(1-(4-((2-fluoro-3-methyl-4-((1-methyl-1H-benzo[d][1,2,3]triazol-5-yl)oxy)phenyl)amino)pyrido[3,2-d]pyrimidin-6-yl)piperidin-3-yl)acrylamide